ethyl 2-hydroxy-5,6-dimethyl-2,3-dihydro-1H-indene-2-carboxylate OC1(CC2=CC(=C(C=C2C1)C)C)C(=O)OCC